tert-butyl (9-(5-bromopyrazine-2-yl)-3,9-diazaspiro[5.5]undecane-1-yl)carbamate BrC=1N=CC(=NC1)N1CCC2(CCNCC2NC(OC(C)(C)C)=O)CC1